4-[4-(7H-pyrrolo[2,3-d]pyrimidin-4-yl)-1H-pyrazol-1-yl]pentan-2-one trifluoroacetate FC(C(=O)O)(F)F.N1=CN=C(C2=C1NC=C2)C=2C=NN(C2)C(CC(C)=O)C